ClC=1C=C(C=CC1C(=O)N1CCN(CC1)CCN(C)C)NC(=O)C=1N(C(=CN1)C1=C(C(=C(C=C1)OC1=NC=CC=C1)F)F)C N-[3-chloro-4-[4-[2-(dimethylamino)ethyl]piperazine-1-carbonyl]phenyl]-5-[2,3-difluoro-4-(2-pyridyloxy)phenyl]-1-methyl-imidazole-2-carboxamide